N-{4-fluoro-3-[5-(propan-2-yl)-2H-pyrazolo[3,4-b]pyridin-2-yl]phenyl}-2-methyl-1,3-oxazole-4-carboxamide FC1=C(C=C(C=C1)NC(=O)C=1N=C(OC1)C)N1N=C2N=CC(=CC2=C1)C(C)C